(R)-N-(1-(1-(3-chlorobenzoyl)-2,3-dihydro-1H-indol-5-yl)ethyl)-2-chlorobenzamide ClC=1C=C(C(=O)N2CCC3=CC(=CC=C23)[C@@H](C)NC(C2=C(C=CC=C2)Cl)=O)C=CC1